isopropyl (S)-2-((S)-3-cyclopentyl-2-isopropoxypropanamido)-6-diazo-5-oxohexanoate C1(CCCC1)C[C@@H](C(=O)N[C@H](C(=O)OC(C)C)CCC(C=[N+]=[N-])=O)OC(C)C